4-Chloro-5-isopropyl-6-(1-isopropyl-1H-pyrazol-3-yl)-2-(1-methyl-1H-imidazol-2-yl)pyrrolo[2,1-f][1,2,4]triazine ClC1=NC(=NN2C1=C(C(=C2)C2=NN(C=C2)C(C)C)C(C)C)C=2N(C=CN2)C